[Ti].C(=O)(O)C=CC=1C=C(C=CC1)B(O)O 3-(2-carboxyvinyl)phenylboronic acid titanium